N1=CN=C2NC=NC2=C1C=1C(=NC=CC1)NC=1C=C(C=CC1C)NC(C1=NC=C(C(=C1)C(F)(F)F)C)=O N-(3-((3-(9H-purin-6-yl)pyridin-2-yl)amino)-4-methylphenyl)-5-methyl-4-(trifluoromethyl)picolinamide